FC1=C(C(=C(C=C1OC)OC)F)C1=CC2=C(N=C(N=C2)N[C@H]2[C@H](COC2)NC(C=C)=O)C(=N1)N1CC(C1)OC N-((3R,4S)-4-((6-(2,6-difluoro-3,5-dimethoxyphenyl)-8-(3-methoxyazetidin-1-yl)pyrido[3,4-d]pyrimidin-2-yl)amino)tetrahydrofuran-3-yl)acryl-amide